2-(2-chlorophenyl)-N-[4-(4-cyclopropyl-1H-pyrazol-1-yl)-3-sulfamoylphenyl]acetamide ClC1=C(C=CC=C1)CC(=O)NC1=CC(=C(C=C1)N1N=CC(=C1)C1CC1)S(N)(=O)=O